FC=1C=C2C(=CNC2=CC1)CCNC(=O)C1=NOC(=C1)CC1=C(C=CC=C1)F N-(2-(5-fluoro-1H-indol-3-yl)ethyl)-5-(2-fluorobenzyl)isoxazole-3-carboxamide